O=C(C(=O)[O-])CCC(=O)N ketoglutaramate